8-chloroperfluorooctanesulfonate sodium [Na+].ClC(C(C(C(C(C(C(C(S(=O)(=O)[O-])(F)F)(F)F)(F)F)(F)F)(F)F)(F)F)(F)F)(F)F